C(C(C)C)N1CCC2(CN(C2)C2=CC=C(C=C2)C2=CC3=C(C(=N2)C)N=C(N3C)C3=CC=C(C=C3)S(=O)(=O)C)CC1 6-(4-(7-isobutyl-2,7-diazaspiro[3.5]nonan-2-yl)phenyl)-1,4-dimethyl-2-(4-(methylsulfonyl)phenyl)-1H-imidazo[4,5-c]pyridine